C1(CCC1)N1C(=CC=2N=NC(=CC21)C2=C(C=CC=C2)O)C2CC1(CN(C1)C1=NOC(=C1)C(C(=O)O)C(C)C)C2 2-(3-{6-[5-cyclobutyl-3-(2-hydroxyphenyl)pyrrolo[3,2-c]pyridazin-6-yl]-2-azaspiro[3.3]hept-2-yl}-1,2-oxazol-5-yl)-3-methylbutanoic acid